butyl 8-bromo-6-chloro-2,3-dihydro-4H-benzo[b][1,4]oxazine-4-carboxylate BrC1=CC(=CC2=C1OCCN2C(=O)OCCCC)Cl